ethyl 4-(4-(4-(3-amino-6-(2-hydroxyphenyl)pyridazin-4-yl)-1H-pyrazol-1-yl)-[1,4'-bipiperidin]-1'-yl)cyclohexanecarboxylate NC=1N=NC(=CC1C=1C=NN(C1)C1CCN(CC1)C1CCN(CC1)C1CCC(CC1)C(=O)OCC)C1=C(C=CC=C1)O